O1C2=C(OC(C1([2H])[2H])([2H])[2H])C=C(C=C2)OC2CCN(CC2)C2=NC=1N(C=C2C)C(N(N1)C(COC)C)=O 7-(4-((2,3-dihydrobenzo[b][1,4]dioxin-6-yl-2,2,3,3-d4)oxy)piperidin-1-yl)-2-(1-methoxypropan-2-yl)-6-methyl-[1,2,4]triazolo[4,3-a]pyrimidin-3(2H)-one